CCCCCCNC(=O)NC1=CC=CC=C1 N-hexyl-N'-phenylurea